di-tert-butyl 3-bromoethyl-cyclobutane-1,1-dicarboxylate BrCCC1CC(C1)(C(=O)OC(C)(C)C)C(=O)OC(C)(C)C